N-(5-cyclopropyl-1-methyl-1H-pyrazol-3-yl)azetidine-3-carboxamide hydrochloride Cl.C1(CC1)C1=CC(=NN1C)NC(=O)C1CNC1